3-(5,6,7,8-tetrahydronaphthalen-2-yl)-1H-indazole-7-carboxylic acid C1=C(C=CC=2CCCCC12)C1=NNC2=C(C=CC=C12)C(=O)O